NC1O[C@H]2N(C(=C1CSC1=NN=NN1)C(=O)O)C([C@@H]2OC)=O amino-7α-methoxy-3-(5-tetrazolyl)thiomethyl-1-oxa-3-cephem-4-carboxylic acid